tert-butyl (1-((2-(2,6-dioxopiperidin-3-yl)-1,3-dioxoisoindolin-4-yl)amino)-3,6,9,12,15,18-hexaoxadocosan-22-yl)carbamate O=C1NC(CCC1N1C(C2=CC=CC(=C2C1=O)NCCOCCOCCOCCOCCOCCOCCCCNC(OC(C)(C)C)=O)=O)=O